3-Ethyl-5-methoxybenzo[d]thiazol-2(3H)-one C(C)N1C(SC2=C1C=C(C=C2)OC)=O